tert-Butyl(6-((4-methoxy-3-(1-methyl-1H-pyrazol-3-yl)-5-nitrophenethoxy)methyl)-5-methyl Pyridin-2-yl)carbamate C(C)(C)(C)OC(NC1=NC(=C(C=C1)C)COCCC1=CC(=C(C(=C1)[N+](=O)[O-])OC)C1=NN(C=C1)C)=O